1,2,3-O-trinonanoyl-sorbitol C(CCCCCCCC)(=O)C(O)[C@](O)([C@@H](OC(CCCCCCCC)=O)[C@H](O)[C@H](O)CO)C(CCCCCCCC)=O